NCNCCC[Si](OCC)(OCC)OCC N-(1-aminomethyl)-3-aminopropyltriethoxysilane